ClC=1C=C2CC(COC2=CC1)C(=O)C1=CN(C=2N=C(N=CC21)C=2C=NNC2Cl)CCN(C)C (6-Chlorochroman-3-yl)-[2-(5-chloro-1H-pyrazol-4-yl)-7-[2-(dimethylamino)ethyl]pyrrolo[2,3-d]pyrimidin-5-yl]methanone